5-(Phenyl)-1,3,2,4-dioxathiazole 2-oxide C1(=CC=CC=C1)C1=NOS(O1)=O